CC(CCC(=O)O)CCCCCCCCCC(CCC)C 4,14-dimethyl-heptadecanoic acid